BrC=1C=C(C=CC1)CNC(=O)[C@H]1N(CCC1)C(=O)OC(C)(C)C tert-butyl (2S)-2-[[(3-bromophenyl)methyl]carbamoyl]pyrrolidine-1-carboxylate